N-(4-chloro-2,6-diisopropylphenyl-carbamoyl)-4-(1-hydroxycyclopropyl)furan-2-sulfonamide ClC1=CC(=C(C(=C1)C(C)C)NC(=O)NS(=O)(=O)C=1OC=C(C1)C1(CC1)O)C(C)C